4-{[(1RS)-1-(2,6-difluorophenyl)ethyl]amino}-2-methylpyrido[3,4-d]pyrimidin FC1=C(C(=CC=C1)F)[C@@H](C)NC=1C2=C(N=C(N1)C)C=NC=C2 |r|